C(C)OCC1OC(OC1)=O 4-[(ethoxy)methyl]-1,3-dioxolan-2-one